2-methylpropan-2-yl (1S)-3-[(6-bromo-1,2-diazin-3-yl) oxy]-1-ethyl-5-methyl-8-azabicyclo[3.2.1]octane-8-carboxylate BrC1=CC=C(N=N1)OC1C[C@@]2(CCC(C1)(N2C(=O)OC(C)(C)C)C)CC